COC(=O)C=1CCC=2C=C(N=CC2C1)N1CCN(CC1)C(=O)OC(C)(C)C 3-[4-[(tert-butoxy)carbonyl]piperazin-1-yl]-5,6-dihydroisoquinoline-7-carboxylic acid methyl ester